1-(2-((5-Bromo-2-((5-methoxy-2-methyl-4-(4-(4-methylpiperazin-1-yl)piperidin-1-yl)Phenyl)amino)pyrimidin-4-yl)amino)-4-fluorophenyl)cyclobutan-1-ol BrC=1C(=NC(=NC1)NC1=C(C=C(C(=C1)OC)N1CCC(CC1)N1CCN(CC1)C)C)NC1=C(C=CC(=C1)F)C1(CCC1)O